2-(3-cyanophenyl)-N-((S)-(4,4-difluorocyclohexyl)(5-((S)-2-methoxy-1-((S)-2-oxo-4-(trifluoromethyl)imidazolidin-1-yl)ethyl)benzo[d]oxazol-2-yl)methyl)acetamide C(#N)C=1C=C(C=CC1)CC(=O)N[C@H](C=1OC2=C(N1)C=C(C=C2)[C@@H](COC)N2C(N[C@@H](C2)C(F)(F)F)=O)C2CCC(CC2)(F)F